N,N'-bis(4-methylpentan-2-ylidene)cyclohexane-1,4-diamine CC(CC(C)=NC1CCC(CC1)N=C(C)CC(C)C)C